COC1=CC=C(CN(S(=O)(=O)C(C)(CC=C)C)CC2=CC=C(C=C2)OC)C=C1 N,N-BIS(4-METHOXYBENZYL)2-METHYLPENT-4-ENE-2-SULFONAMIDE